(2-(((6-Chloro-3-fluoropyridin-2-yl)methyl)(methyl)amino)ethyl)carbamic acid tert-butyl ester C(C)(C)(C)OC(NCCN(C)CC1=NC(=CC=C1F)Cl)=O